tert-butyl (R)-(2-(tert-butoxy)-1-(5-(3-(2,3-dihydrobenzo[b][1,4]dioxin-6-yl)-2-methyl phenyl)-1,3,4-oxadiazol-2-yl)ethyl)carbamate C(C)(C)(C)OC[C@H](C=1OC(=NN1)C1=C(C(=CC=C1)C1=CC2=C(OCCO2)C=C1)C)NC(OC(C)(C)C)=O